COC(C(=CC1=CC=CC=C1)C(=O)OC)=O α-carbomethoxy-cinnamic acid methyl ester